FC(C(=O)O)(F)F.FC1=C(C=C(C(=C1)C)C1=NC=CC=C1)NC(=O)N1C2CNCC1C2 N-(2-Fluoro-4-methyl-5-(pyridin-2-yl)phenyl)-3,6-diazabicyclo[3.1.1]heptane-6-carboxamide trifluoroacetate